ClC1=CC(=C(C=C1)C1=C(C2=C(CCC1)C=C(C=C2)O)C2=CC=C(C=C2)O[C@@H]2CN(CC2)CCCF)C 6-(4-chloro-2-methyl-phenyl)-5-[4-[(3S)-1-(3-fluoropropyl)pyrrolidin-3-yl]oxyphenyl]-8,9-dihydro-7H-benzo[7]annulen-2-ol